CN(C1CN(CC1)C(=O)C=1C=C(C=CC1)C=1C=C2C=CNC(C2=CC1)=O)C 6-(3-(3-(dimethylamino)pyrrolidine-1-carbonyl)phenyl)isoquinolin-1(2H)-one